ClC1=CC=C2C(N(C(=NC2=C1)N1CCCC1)NC(CC1=CC(=CC(=C1)F)F)=O)=O N-(7-Chloro-4-oxo-2-pyrrolidin-1-yl-4H-quinazolin-3-yl)-2-(3,5-difluoro-phenyl)-acetamide